1-N'-(4-fluorophenyl)-1-N-[4-[(2-methyl-4-oxo-2,3-dihydropyrido[3,2-g][1,3]benzoxazin-6-yl)oxy]phenyl]cyclopropane-1,1-dicarboxamide FC1=CC=C(C=C1)NC(=O)C1(CC1)C(=O)NC1=CC=C(C=C1)OC1=CC=NC2=CC3=C(C(NC(O3)C)=O)C=C21